CC1=C(C=CC=C1C(F)(F)F)[C@@H](C)\N=C\1/N=C2N(C3=C1C=C(N=C3)C=3CCN(CC3)C(C)=O)CCC2 (R,Z)-1-(4-(5-((1-(2-methyl-3-(trifluoromethyl)phenyl)ethyl)imino)-5,7,8,9-tetrahydropyrido[4,3-e]pyrrolo[1,2-a]pyrimidin-3-yl)-3,6-dihydropyridin-1(2H)-yl)ethan-1-one